C(C)(C)(C)OC(=O)N1CCC(CC1)C1=C(C=CC=C1)COS(=O)(=O)C 4-(2-methanesulfonyloxymethylphenyl)piperidine-1-carboxylic acid tert-butyl ester